(2s,4s)-4-((3-amino-7-bromo-2-(3-(dimethylamino)-3-methylazetidin-1-yl)-8-fluoro-6-iodoquinolin-4-yl)amino)-2-(cyanomethyl)piperidine-1-carboxylic acid tert-butyl ester C(C)(C)(C)OC(=O)N1[C@@H](C[C@H](CC1)NC1=C(C(=NC2=C(C(=C(C=C12)I)Br)F)N1CC(C1)(C)N(C)C)N)CC#N